ClC1=C(C(=O)O\N=C(/C)\C2=C(C=CC=C2)[N+](=O)[O-])C(=CC=C1)SC1=NC(=CC(=N1)OC)OC (E)-1-(2-nitrophenyl)ethan-1-one O-(2-chloro-6-((4,6-dimethoxypyrimidin-2-yl)thio)benzoyl) oxime